CC1=NN=C(O1)C1=CC=C(OC2=CC=C(C=C2)C(C)(C)C2=CC=C(OC3CC(C3)NC(OC(C)(C)C)=O)C=C2)C=C1 tert-butyl ((1r,3r)-3-(4-(2-(4-(4-(5-methyl-1,3,4-oxadiazol-2-yl)phenoxy)phenyl)propan-2-yl)phenoxy)cyclobutyl)carbamate